6-(1-((1r,4R)-4-hydroxy-cyclohexyl)-5-methyl-1H-pyrazol-4-yl)-4-((R)-1-(pyridin-3-yl)ethoxy)pyrazolo[1,5-a]pyridine-3-carbonitrile OC1CCC(CC1)N1N=CC(=C1C)C=1C=C(C=2N(C1)N=CC2C#N)O[C@H](C)C=2C=NC=CC2